FC(S(=O)(=O)OC1=CC(=CC=2OC(OC(C21)=O)(C)C)C)(F)F 2,2,7-Trimethyl-4-oxo-4H-benzo[d][1,3]dioxin-5-yl trifluoromethanesulfonate